{2-[(2-{(1R,4R,5R,8R)-8-(tetrahydro-2H-pyran-2-yloxy)-2,6-dioxabicyclo[3.3.0]oct-4-yloxy}-6-chloro-5-iodo-3H-1,3,4-triazainden-3-yl)methoxy]ethyl}tris(methyl)silane O1C(CCCC1)O[C@@H]1CO[C@@H]2[C@@H](CO[C@H]12)OC1=NC2=CC(=C(N=C2N1COCC[Si](C)(C)C)I)Cl